3-Ethyl-8-hydroxy-3-isopropyl-7-(methylthio)-5-phenyl-2,3,4,5-tetrahydro-1,5-benzothiazepine 1,1-dioxide C(C)C1(CS(C2=C(N(C1)C1=CC=CC=C1)C=C(C(=C2)O)SC)(=O)=O)C(C)C